BrCC1=C(C(=C(C(=C1C)OC)OC)OC)OC 1-(bromomethyl)-2,3,4,5-tetramethoxy-6-methylbenzene